Cl.FC(C1CN(CC1)C1=C2CCNCC2=CC=C1)(F)F 5-(3-(trifluoromethyl)pyrrolidin-1-yl)-1,2,3,4-tetrahydroisoquinoline hydrochloride